N-(3-cyano-4-methylquinolin-2-yl)cyanamide C(#N)C=1C(=NC2=CC=CC=C2C1C)NC#N